3-[(3-fluoro-2-methoxyphenyl)amino]-2-[3-[2-(furan-2-yl)ethoxy]pyridin-4-yl]-1H,5H,6H,7H-pyrrolo[3,2-c]pyridin-4-one FC=1C(=C(C=CC1)NC1=C(NC2=C1C(NCC2)=O)C2=C(C=NC=C2)OCCC=2OC=CC2)OC